(4-(1H-pyrazol-3-yl)cyclohex-3-en-1-yl)carbamic acid tert-butyl ester C(C)(C)(C)OC(NC1CC=C(CC1)C1=NNC=C1)=O